FC=1C=C(OC(C(=O)N2CCN(CC2)S(=O)(=O)C2=CC(=CC=C2)F)(C)C)C=CC1F 2-(3,4-difluorophenoxy)-1-(4-((3-fluorophenyl)sulfonyl)piperazin-1-yl)-2-methylpropan-1-one